NC[C@@H]1CN(CC1)C1=NC=CC(=N1)NC1=NNC(=C1)C1CC1 (R)-2-(3-(aminomethyl)pyrrolidin-1-yl)-N-(5-cyclopropyl-1H-pyrazol-3-yl)pyrimidin-4-amine